FC=1C=CC(=NC1)C=1NC(=C(N1)F)[C@H]1[C@H](CN(CC1)S(=O)(=O)C)C 5-Fluoro-2-[4-fluoro-5-[(3R,4R)-3-methyl-1-methylsulfonyl-4-piperidyl]-1H-imidazol-2-yl]pyridine